CC1(OC[C@@H]2[C@H](O1)[C@@H]([C@H]([C@]1(O2)OCCCC1)OC(C(=O)O)C)N1N=NC(=C1)C1=CC(=C(C(=C1)F)F)F)C 2-(((2S,4a'R,7'R,8'S,8a'R)-2',2'-dimethyl-8'-(4-(3,4,5-trifluorophenyl)-1H-1,2,3-triazol-1-yl)octahydro-4'H-spiro[pyran-2,6'-pyrano[3,2-d][1,3]dioxine]-7'-yl)oxy)propionic acid